FC1(CCC=2C(=NN(C2C1)CC(=O)N1CCN(CC1)C1=C(C(=CC=C1)C)C)C(=O)N1C[C@@H]([C@@H](CC1)N1CCC(CC1)O)F)F |r| 2-[6,6-Difluoro-3-[rac-(3S,4R)-3-fluoro-4-(4-hydroxy-1-piperidyl)piperidin-1-carbonyl]-5,7-dihydro-4H-indazol-1-yl]-1-[4-(2,3-dimethylphenyl)piperazin-1-yl]ethanon